F[C@@H]1[C@@H](C1)NC(=O)C1=CN=C2N1N=C(C=C2NC)NC=2C(N(C=CC2)C2=NC=CC(=C2)C(=O)OC)=O methyl 3-[(3-{[(1R,2S)-2-fluorocyclopropyl]carbamoyl}-8-(methylamino)imidazo[1,2-b]pyridazin-6-yl)amino]-2-oxo-[1,2'-bipyridine]-4'-carboxylate